CC(=CC)C1=C(C2=CC=CC=C2C=C1)C1=C(C=CC=C1)P(C1=CC=C(C=C1)F)C1=CC=C(C=C1)F (2-(2-(but-2-en-2-yl)naphthalen-1-yl)phenyl)bis(4-fluorophenyl)phosphine